8-(4-methoxyphenyl)-N-methyl-(3-bromophenyl)quinazolin-2-amine COC1=CC=C(C=C1)C=1C=CC=C2C(=NC(=NC12)NC)C1=CC(=CC=C1)Br